CC=1C=CC(=C2C(=CC(=NC12)C=1OC2=C(C1C)C=CC=C2)CC(=O)O)OC(C)C2=CC=CC=C2 2-[8-methyl-2-(3-methyl-1-benzofuran-2-yl)-5-(1-phenylethoxy)quinolin-4-yl]acetic acid